2-fluoro-N'-(3-methyl-5-(4-(1-propioloylpyrrolidin-3-yl)pyridin-2-yl)benzoyl)benzenesulfonohydrazide FC1=C(C=CC=C1)S(=O)(=O)NNC(C1=CC(=CC(=C1)C1=NC=CC(=C1)C1CN(CC1)C(C#C)=O)C)=O